bis(2-butyloctyl) 10-((3-(pyrrolidin-1-yl)propyl)amino)nonadecanedioate N1(CCCC1)CCCNC(CCCCCCCCC(=O)OCC(CCCCCC)CCCC)CCCCCCCCC(=O)OCC(CCCCCC)CCCC